C(C=C)(=O)OCC(CO)(CO)CO pentaerythritol monoacrylate